CC1N(CC(CC1)OC=1N(N=CC1C=1C=C2C(=NN(C2=CC1)C1OCCCC1)C#C[Si](C(C)C)(C(C)C)C(C)C)C)C(=O)OC(C)(C)C tert-butyl 2-methyl-5-[2-methyl-4-[1-tetrahydropyran-2-yl-3-(2-triisopropylsilylethynyl)indazol-5-yl]pyrazol-3-yl]oxy-piperidine-1-carboxylate